CC1=NN(C(=C1B1OC(C(O1)(C)C)(C)C)C)C1OCCCC1 3,5-dimethyl-1-tetrahydropyran-2-yl-4-(4,4,5,5-tetramethyl-1,3,2-dioxaborolan-2-yl)pyrazole